1-((1S,4S)-1-(Cyanomethyl)-4-(3-ethoxy-3-(trifluoromethyl)azetidin-1-yl)cyclohexyl)-3-(cyclopropanecarboxamido)-1H-pyrazole-4-carboxamide C(#N)CC1(CCC(CC1)N1CC(C1)(C(F)(F)F)OCC)N1N=C(C(=C1)C(=O)N)NC(=O)C1CC1